FC1=C(C=CC(=C1)COC1=NNC=N1)C1=NOC(=N1)C(F)(F)F 3-(2-fluoro-4-{[(1H-1,2,4-triazol-3-yl)oxy]methyl}phenyl)-5-(trifluoromethyl)-1,2,4-oxadiazole